O=C1[C@@]2(C=3C(=NC=CC3)N1)CC1=C(SC=C1)C2 (S)-2'-oxo-1',2',4,6-tetrahydrospiro[cyclopenta[b]thiophene-5,3'-pyrrolo[2,3-b]pyridine]